ClC=1C(N(C=C(C1C1=C(C=C(C=C1)F)Cl)C1=C(C(=CC(=C1)OC)OC)Cl)OCC#C)=O 3-chloro-5-(2-chloro-3,5-dimethoxyphenyl)-4-(2-chloro-4-fluorophenyl)-1-(2-propynyloxy)-2(1H)-pyridinone